3-(tert-butyl)pyrrolidine-1-carboxamide C(C)(C)(C)C1CN(CC1)C(=O)N